4-N-butyl-2-N,4-N-bis(2,2,6,6-tetramethylpiperidin-4-yl)-2-N-[6-[(2,2,6,6-tetra-methylpiperidin-4-yl)amino]hexyl]-1,3,5-triazine-2,4-diamine C(CCC)N(C1=NC(=NC=N1)N(CCCCCCNC1CC(NC(C1)(C)C)(C)C)C1CC(NC(C1)(C)C)(C)C)C1CC(NC(C1)(C)C)(C)C